5-(1-phenylallyl)-1,4-dihydropyridine C1(=CC=CC=C1)C(C=C)C=1CC=CNC1